CN(CCOC1=NC(=NC=C1F)N1CCC(CC1)(OC)C(=O)N1CCOC2=C(C1)C=NC=C2F)C [1-[4-[2-(dimethylamino)ethoxy]-5-fluoro-pyrimidin-2-yl]-4-methoxy-4-piperidyl]-(9-fluoro-3,5-dihydro-2H-pyrido[3,4-f][1,4]oxazepin-4-yl)methanone